Ethyl 2-((4-(bis(4-methoxybenzyl) amino)-1,3-dihydrofuro[3,4-c]pyridin-7-yl) amino)-2-oxoacetate COC1=CC=C(CN(C2=NC=C(C3=C2COC3)NC(C(=O)OCC)=O)CC3=CC=C(C=C3)OC)C=C1